valeryl-benzamide C(CCCC)(=O)C1=C(C(=O)N)C=CC=C1